FC1=C(C=C(C=C1C)N1C(=NC2=C(C1=O)CCN([C@H]2C)C(=O)OC(C)(C)C)NCCNC2=CC=CC=C2)C tert-butyl (S)-3-(4-fluoro-3,5-dimethylphenyl)-8-methyl-4-oxo-2-((2-(phenylamino)ethyl)amino)-4,5,6,8-tetrahydropyrido[3,4-d]pyrimidine-7(3H)-carboxylate